N,N-dihexadecyl-anilinium tetrakis(pentafluorophenyl)borate FC1=C(C(=C(C(=C1[B-](C1=C(C(=C(C(=C1F)F)F)F)F)(C1=C(C(=C(C(=C1F)F)F)F)F)C1=C(C(=C(C(=C1F)F)F)F)F)F)F)F)F.C(CCCCCCCCCCCCCCC)[NH+](C1=CC=CC=C1)CCCCCCCCCCCCCCCC